O1C(=O)C(=CC2=CC=CC=C12)C(=O)O coumarin-3-formic acid